2,5-di-t-butyl-4-hydroxytoluene C(C)(C)(C)C1=C(C)C=C(C(=C1)O)C(C)(C)C